OCCN1CCN(CC1)C=1C=C2C(=NC(=NC2=CC1OC)C)N[C@H](C)C=1C(=C(C#N)C=CC1)C (R)-3-(1-((6-(4-(2-hydroxyethyl)piperazin-1-yl)-7-methoxy-2-methylquinazoline-4-yl)amino)ethyl)-2-methylbenzonitrile